butyl-methylpyrrolidinium-bis(trifluoromethanesulfonyl)imide [N-](S(=O)(=O)C(F)(F)F)S(=O)(=O)C(F)(F)F.C(CCC)[N+]1(CCCC1)C